pentamethylcyclopentadienyl(1-benzyl-3,6,7,8-tetrahydro-as-indacenyl)hafnium CC1=C(C(=C(C1([Hf]C1=C(C2=C3CCCC3=CC=C2C1)CC1=CC=CC=C1)C)C)C)C